C1(=CC=CC2=CC=CC=C12)C1=NN(C=C1C=O)C1=CC=CC=C1 (naphthalen-1-yl)-1-phenyl-1H-pyrazole-4-carbaldehyde